1-[ethyl-6-{2-methyl-4-(2,2-dimethyl-1,3-dioxolanyl)methoxybenzoyl}-9H-carbazol-3-yl]ethanone C(C)C1=CC(=CC=2C3=CC(=CC=C3NC12)C(C1=C(C=C(C=C1)OCC1OC(OC1)(C)C)C)=O)C(C)=O